Tert-butyl (tert-butoxycarbonyl)(6-(((6-((1-(2-hydroxy-2-methylpropyl)piperidin-4-yl)methoxy)pyridin-3-yl)methyl)amino)isoquinolin-1-yl)carbamate C(C)(C)(C)OC(=O)N(C(OC(C)(C)C)=O)C1=NC=CC2=CC(=CC=C12)NCC=1C=NC(=CC1)OCC1CCN(CC1)CC(C)(C)O